(S)-10-((dimethylamino)-methyl)-4-((dimethylglycyl)oxy)-4-ethyl-3,14-dioxo-3,4,12,14-tetrahydro-1H-pyrano[3',4':6,7]indolizino[1,2-b]quinolin-9-yl piperazine-1-carboxylate N1(CCNCC1)C(=O)OC1=C(C=2C=C3C(=NC2C=C1)C1=CC2=C(C(N1C3)=O)COC([C@@]2(CC)OC(CN(C)C)=O)=O)CN(C)C